FC(C=1C=CC(=NC1)[C@H]1COCCN1C=1C2=C(N=CN1)N(C=C2)CC2CCN(CC2)CC(=O)N)(F)F (S)-2-(4-((4-(3-(5-(trifluoromethyl)pyridin-2-yl)morpholino)-7H-pyrrolo[2,3-d]pyrimidin-7-yl)methyl)piperidin-1-yl)acetamide